CN(CCC=1C(=CC(N(C1)C(C(=O)O)CC(C)(C)C)=O)C(F)(F)F)C 2-(5-(2-(dimethylamino)ethyl)-2-oxo-4-(trifluoromethyl)pyridin-1(2H)-yl)-4,4-dimethylpentanoic acid